OCC(CO)(CO)CO bis(hydroxymethyl)propane-1,3-Diol